C[C@H]1N(CCC(C1)C)C=1C=CC(=C(C(=O)OCC)C1)[N+](=O)[O-] Ethyl (R)-5-(2,4-dimethylpiperidin-1-yl)-2-nitrobenzoate